C(C)O[Si](N)(OCC)OCC triethoxy-amino-silane